C1(CC1)N(C(C1=C(C=C(C=C1OC)N1C=NC2=C1C=CC(=C2)C=2C=NN(C2)CC)OC)=O)C N-cyclopropyl-4-[5-(1-ethylpyrazol-4-yl)benzimidazol-1-yl]-2,6-dimethoxy-N-methyl-benzamide